5-(2-Chloro-3-methoxy-phenyl)-3-(2-methoxy-ethyl)-1-{2-oxo-2-[4-(2-oxo-1,2,4,5-tetrahydro-benzo[d][1,3]diazepin-3-yl)-piperidin-1-yl]-ethyl}-1H-pyrimidine-2,4-dione ClC1=C(C=CC=C1OC)C=1C(N(C(N(C1)CC(N1CCC(CC1)N1C(NC2=C(CC1)C=CC=C2)=O)=O)=O)CCOC)=O